ClC=1C=C(C=NC(C(=O)OC)CC2=CC=C(C=C2)O)C=CC1 methyl 2-(3-chloro-benzylideneamino)-3-(4-hydroxyphenyl)-propanoate